OXETANE FLUORINE [F].O1CCC1